FC(C=1C=C(\C=C/2\C(C=3C=CC(=CC3CC2)NC(CCCCC(=O)O)=O)=O)C=C(C1)C(F)(F)F)(F)F (E)-6-((6-(3,5-bis(trifluoromethyl)benzylidene)-5-oxo-5,6,7,8-tetrahydronaphthalen-2-yl)amino)-6-oxohexanoic acid